BrC1=C(C=CC=C1)C1=C(C(=CC(=C1)C(C)(C)CC)C12CC3CC(CC(C1)C3)C2)OCOC 1-(2'-bromo-2-(methoxymethoxy)-5-(tert-amyl)-[1,1'-biphenyl]-3-yl)adamantane